[N+](=O)([O-])C1=C(C=CC(=C1)[N+](=O)[O-])NN=C(C)C acetone-2,4-dinitrophenylhydrazone